C(C)(C)C1=CN(CC2=CN=CC=C12)C1CC(C1)OC 4-isopropyl-N-((1r,3r)-3-methoxycyclobutyl)-2,7-naphthyridine